FC=1C=C(C=NC1)CN1N=C(C=CC1=O)C=1C=NC(=NC1)OCC(C)C 2-((5-fluoropyridin-3-yl)methyl)-6-(2-isobutoxypyrimidin-5-yl)pyridazin-3(2H)-one